ClC=1C(=CC(=C(C(=O)NC=2C=C(C=CC2)[S@](=O)(C)=NC(OC(C)(C)C)=O)C1)OC=1C(=NC(=CC1)F)C)C(F)(F)F tert-butyl (R)-((3-(5-chloro-2-((6-fluoro-2-methylpyridin-3-yl)oxy)-4-(trifluoromethyl)benzamido)phenyl)(methyl)(oxo)-λ6-sulfaneylidene)carbamate